(2S,3S,4R,5R)-5-(2-(2,5-dimethylthiophen-3-yl)-6-(methylamino)-9H-purin-9-yl)-N-ethyl-3,4-dihydroxyltetrahydrofuran-2-carboxamide CC=1SC(=CC1C1=NC(=C2N=CN(C2=N1)[C@H]1[C@@H]([C@@H]([C@H](O1)C(=O)NCC)O)O)NC)C